3-(4-((S)-3-((1,4,5,6-tetrahydropyrimidin-2-yl)amino)piperidin-1-yl)benzamido)propionic acid N1C(=NCCC1)N[C@@H]1CN(CCC1)C1=CC=C(C(=O)NCCC(=O)O)C=C1